C(#N)N1C[C@]2(CC2C1)NC(=O)C1=CC=C(C=C1)C1=C(C=CC=C1)NC1=CC=CC=C1 N-((1R)-3-Cyano-3-azabicyclo[3.1.0]hexan-1-yl)-2'-(phenylamino)-[1,1'-biphenyl]-4-carboxamid